N-[7-(4-fluoro-2-methoxyphenyl)-6-methylthieno[3,2-d]pyrimidin-2-yl]-1-(Piperidin-4-yl)-1H-pyrazol-4-amine fumarate C(\C=C\C(=O)O)(=O)O.FC1=CC(=C(C=C1)C1=C(SC2=C1N=C(N=C2)NC=2C=NN(C2)C2CCNCC2)C)OC